3-chloro-N-[(1S)-1-[2-(1-ethyl-6-oxo-pyridazin-3-yl)-1,2,4-triazol-3-yl]ethyl]-N-methyl-5-(trifluoromethylsulfonyl)benzamide ClC=1C=C(C(=O)N(C)[C@@H](C)C=2N(N=CN2)C2=NN(C(C=C2)=O)CC)C=C(C1)S(=O)(=O)C(F)(F)F